BrC1=NC=NN1CC1CC1 5-bromo-1-(cyclopropylmethyl)-1H-1,2,4-triazole